ClC1=C(C=CC(=C1)Cl)[C@@H](C)NC1=NC=C(C(=N1)N1CC(C1)[C@@H]1CN(CCC1)C1CC(C1)(C(=O)O)C)C(F)F 3-[(3R)-3-[1-[2-[[(1R)-1-(2,4-dichlorophenyl)ethyl]amino]-5-(difluoromethyl)pyrimidin-4-yl]azetidin-3-yl]-1-piperidyl]-1-methyl-cyclobutanecarboxylic acid